O=S1(CC=CC2=CC(=CC=C12)NC1=NC=C(C(=N1)N[C@H](CO)C1=CC=CC=C1)C=1OC(=NN1)C)=O (2S)-2-[[2-[(1,1-dioxo-2H-thiochromen-6-yl)amino]-5-(5-methyl-1,3,4-oxadiazol-2-yl)pyrimidin-4-yl]amino]-2-phenyl-ethanol